ClC1=C(C(=C(C=C1)C1=CC=CC(=C1)N)Cl)N dichloro-3,5'-diaminobiphenyl